7-chloro-8-fluoro-2-(((2R,7aS)-2-fluorotetrahydro-1H-pyrrolizin-7a(5H)-yl)methoxy)-N-(3-vinylphenethyl)pyrido[4,3-d]pyrimidin-5-amine ClC1=C(C=2N=C(N=CC2C(=N1)NCCC1=CC(=CC=C1)C=C)OC[C@]12CCCN2C[C@@H](C1)F)F